C(CCCC)N(C(SCCSC(N(CCCCC)CCCCC)=S)=S)CCCCC ethylene bis(dipentyldithiocarbamate)